BrC1=C2C=CNC2=C(C(=C1OC=1C=CC(=C(C(=N)SC)C1)F)F)F methyl 5-((4-bromo-6,7-difluoro-1H-indol-5-yl)oxy)-2-fluorobenzimidothioate